4-fluoro-5-(2-fluoro-6-methoxypyridin-4-yl)-2-(5-(((1R,2R,3S,5S)-2-fluoro-8-azabicyclo[3.2.1]octan-3-yl)(methyl)amino)pyrazin-2-yl)phenol FC1=CC(=C(C=C1C1=CC(=NC(=C1)OC)F)O)C1=NC=C(N=C1)N(C)[C@@H]1[C@@H]([C@H]2CC[C@@H](C1)N2)F